BrC1=CC=C(C=C1)CCP(OCC)(OCC)=O diethyl [2-(4-bromophenyl) ethyl]phosphonate